C(C)N(S(=O)(=O)NC=1C(=C(C(=O)C2=CN(C3=NC=C(C=C32)C3=C(C=C(C=C3)N3CCN(CC3)C(=O)OC(C)(C)C)F)C(C3=CC=CC=C3)(C3=CC=CC=C3)C3=CC=CC=C3)C(=CC1)F)F)C tert-butyl 4-[4-[3-[3-[[ethyl(methyl)sulfamoyl]amino]-2,6-difluoro-benzoyl]-1-trityl-pyrrolo[2,3-b]pyridin-5-yl]-3-fluoro-phenyl]piperazine-1-carboxylate